(13bS)-5,6-dihydro-4H-naphthol C1(=CCCC=2CCC=CC12)O